7-(1-methyl-1H-pyrazol-4-yl)-N-(2-methyl-5-(2-(1-methylpiperidin-2-yl)acetamido)pyridin-3-yl)-[1,2,4]triazolo[4,3-a]pyridine-3-carboxamide CN1N=CC(=C1)C1=CC=2N(C=C1)C(=NN2)C(=O)NC=2C(=NC=C(C2)NC(CC2N(CCCC2)C)=O)C